FC1=NC(=CC=C1N1CCN(CC1)CC=1C(=C2NC(C=3N(C2=CC1)N=CC3F)=O)F)C(NC3CC3)=O 7-((4-(2-fluoro-6-(cyclopropylcarbamoyl)pyridin-3-yl)piperazin-1-yl)methyl)-3,6-difluoropyrazolo[1,5-a]quinoxalin-4(5H)-one